benzimidazoisoquinoline-7-on N=1C=NC=2C1C=CC=1C2C=CC2=CC(N=CC12)=O